C(C)(C)(C)C=1C=C(CC2C(NC(NC2=O)=S)=O)C=C(C1O)C(C)(C)C 5-(3,5-Di-tert-butyl-4-hydroxybenzyl)-2-thioxodihydropyrimidine-4,6(1H,5H)-dione